(R)-N-(1-(3-(1-(difluoromethyl)-1H-pyrazol-4-yl)-5-(1H-pyrazolo[3,4-b]pyridin-5-yl)phenyl)ethyl)-5-(2-(dimethylamino)ethoxy)-2-methylbenzamide FC(N1N=CC(=C1)C=1C=C(C=C(C1)C=1C=C2C(=NC1)NN=C2)[C@@H](C)NC(C2=C(C=CC(=C2)OCCN(C)C)C)=O)F